4-[5-(5-(Amino-pentyloxy)-benzimidazol-1-yl)-phenyl]-3-(5-tert-butyl-2H-pyrazol-3-yl)-urea NCCCCCOC1=CC2=C(N(C=N2)C=2C=CC=C(C2)C2=C(NN=C2C(C)(C)C)NC(N)=O)C=C1